(2S,5R)-5-(2,3-dichloro-6-methoxyphenyl)pyrrolidine-2-carboxylic acid ethyl ester C(C)OC(=O)[C@H]1N[C@H](CC1)C1=C(C(=CC=C1OC)Cl)Cl